FC(COC(C(F)F)(F)F)(C(F)F)F 1,1,2,2-tetra-fluoroethyl 2,2,3,3-tetrafluoropropyl ether